N=[S@](N1CC2(CN(C2)C2=C(C=NC3=C(C=CC=C23)OC)C#N)CC1)(=O)C (R)-4-{6-[imino(methyl)oxo-λ6-sulfanyl]-2,6-diazaspiro[3.4]octan-2-yl}-8-methoxyquinoline-3-carbonitrile